CCCCCCC=CCC=CCCCCC hexadecane-7,10-diene